C1(=CC=CC=C1)P(C1=C(C=CC=C1)C1=CC=C(C=C1)C(=O)OC)C1=CC=CC=C1 methyl 2'-(diphenylphosphino)-[1,1'-biphenyl]-4-carboxylate